C(C)(=O)OC=1C=C(C(=NC1)C(C(=O)N[C@@H]1B(OC2=C(C1)C=CC=C2C(=O)OCOC(C(C)(C)C)=O)O)NC(=O)N2C(C(N(CC2)CC)=O)=O)F (Pivaloyloxy)methyl (3R)-3-(2-(5-acetoxy-3-fluoropyridin-2-yl)-2-(4-ethyl-2,3-dioxopiperazine-1-carboxamido)acetamido)-2-hydroxy-3,4-dihydro-2H-benzo[e][1,2]oxaborinine-8-carboxylate